ClC=1C=CC(=C(C1)C1=CC(=C(N=N1)SCCNC(=O)C1COC(C1)=O)NC1=CC(=NC=C1)NC(CCN1CCN(CC1)C)=O)F N-(2-{[6-(5-chloro-2-fluorophenyl)-4-({2-[3-(4-methylpiperazin-1-yl)propanamido]pyridin-4-yl}amino)pyridazin-3-yl]sulfanyl}ethyl)-5-oxooxolane-3-carboxamide